N-ethyl-5-methylpyrazole C(C)N1N=CC=C1C